CCCCC(C)/C=C(\\C)/C(=O)NC1=C[C@]([C@@H](CC1=O)O)(/C=C/C=C/C=C/C(=O)NC2=C(CCC2=O)O)O The molecule is a polyene antibiotic that is 2-amino-4,5-dihydroxycyclohex-2-en-1-one in which the hydrogen at position 4 is replaced by a by an all-E-6-carboxyhexa-1,3,5-trien-1-yl group; in which the amino group has been acylated by a (2E)-2,4-dimethyloct-2-enoyl group; and in which the carboxy group of the resulting carboxylic acid has been condensed with the amino group of 2-amino-3-hydroxycyclopent-2-en-1-one to give the corresponding carboxamide. TMC-1A is an antitumour antibiotic isolated from Streptomyces sp. A-230. It has a role as an antineoplastic agent and a bacterial metabolite. It is a secondary alcohol, a tertiary alcohol, an enol, a cyclic ketone, a polyene antibiotic, an enone, an enamide and a secondary carboxamide.